4-[2-(trimethylsilyl)ethoxycarbonyloxy]nitrobenzene C[Si](C)(C)CCOC(=O)OC1=CC=C(C=C1)[N+](=O)[O-]